6-(DIETHYLAMINO)PYRIDINE-3-BORONIC ACID C(C)N(C1=CC=C(C=N1)B(O)O)CC